COC1=C(C=CC(=C1)C(F)(F)F)O 2-methoxy-4-(trifluoromethyl)phenol